ClC=1C=NC=C(C1[C@@H](C)OC=1C=C2C(=NNC2=CC1)C=1C=CC(=NC1)N1CCN(C2(CC2)C1)C(=O)N)Cl 7-[5-[5-[(1R)-1-(3,5-dichloro-4-pyridyl)ethoxy]-1H-indazol-3-yl]-2-pyridyl]-4,7-diazaspiro[2.5]octane-4-carboxamide